(E)-3-(5-(4-((tert-butoxycarbonyl)amino)-3-(dimethylcarbamoyl)phenyl)-1H-pyrrolo[2,3-b]pyridin-3-yl)acrylamide C(C)(C)(C)OC(=O)NC1=C(C=C(C=C1)C=1C=C2C(=NC1)NC=C2/C=C/C(=O)N)C(N(C)C)=O